ClC=1C=CC2=C(N(CC(N2C)=O)C(=O)OC(C)(C)C)N1 tert-butyl 6-chloro-1-methyl-2-oxo-2,3-dihydropyrido[2,3-b]pyrazine-4(1H)-carboxylate